N-(5-((4-(1-(4-((tert-butyldimethylsilyl)oxy)-3-formylbenzyl)-1H-indol-3-yl)pyrimidin-2-yl)amino)-2-((2-(dimethylamino)ethyl)(methyl)amino)-4-methoxyphenyl)acetamide [Si](C)(C)(C(C)(C)C)OC1=C(C=C(CN2C=C(C3=CC=CC=C23)C2=NC(=NC=C2)NC=2C(=CC(=C(C2)NC(C)=O)N(C)CCN(C)C)OC)C=C1)C=O